6-chloro-2-[3-(hydroxymethyl)anilino]-3-phenylquinazolin-4(3H)-one ClC=1C=C2C(N(C(=NC2=CC1)NC1=CC(=CC=C1)CO)C1=CC=CC=C1)=O